(2Z)-3-([AMINO(IMINO)METHYL]SULFANYL)-2-PROPENOIC ACID NC(=N)S\C=C/C(=O)O